FC1=C2C(NC(=NC2=CC(=C1)OCC1CCN(CC1)CC1CC(C1)OC1=CC=C(C=C1)NC1C(NC(CC1)=O)=O)CSC1CCOCC1)=O 3-({4-[3-({4-[({5-fluoro-2-[(oxan-4-ylsulfanyl)methyl]-4-oxo-3H-quinazolin-7-yl}oxy)methyl]piperidin-1-yl}methyl)cyclobutoxy]phenyl}amino)piperidine-2,6-dione